2,5-dioxopyrrolidin-1-yl (S)-4-((tert-butoxycarbonyl)amino)-5-((2-(2,3-dimethoxy-2-(methoxymethyl)propoxy)ethyl)amino)-5-oxopentanoate C(C)(C)(C)OC(=O)N[C@@H](CCC(=O)ON1C(CCC1=O)=O)C(=O)NCCOCC(COC)(COC)OC